4-(benzyloxy)-2-((2R,3S,4S,5R)-3-(3,4-difluoro-2-methoxyphenyl)-4,5-dimethyl-5-(trifluoromethyl)tetrahydrofuran-2-yl)-6-methylnicotinic acid C(C1=CC=CC=C1)OC1=CC(=NC(=C1C(=O)O)[C@@H]1O[C@]([C@H]([C@H]1C1=C(C(=C(C=C1)F)F)OC)C)(C(F)(F)F)C)C